C12CNCC(CC1)N2C=2SC=1CN(CC3(C1N2)CC3)C(CC3CCCC3)=O 1-(2'-(3,8-diazabicyclo[3.2.1]octan-8-yl)-4'H-spiro[cyclopropane-1,7'-thiazolo[5,4-c]pyridin]-5'(6'H)-yl)-2-cyclopentylethan-1-one